6-(4-biphenylyl)methoxy-2-(N,N-dimethylamino)methyltetraline C1(=CC=C(C=C1)COC=1C=C2CCC(CC2=CC1)CN(C)C)C1=CC=CC=C1